nonyl 8-((6-((6,6-bis(oct-2-yn-1-yloxy)hexanoyl)oxy)hexyl)(2-hydroxyethyl)amino)octanoate C(C#CCCCCC)OC(CCCCC(=O)OCCCCCCN(CCCCCCCC(=O)OCCCCCCCCC)CCO)OCC#CCCCCC